4-bromo-5-[4-(4-chloro-phenoxy)-piperidin-1-yl]-benzofuran-2-carboxylic acid BrC1=C(C=CC2=C1C=C(O2)C(=O)O)N2CCC(CC2)OC2=CC=C(C=C2)Cl